8-cyclopropylthieno[3',2':4,5]pyrrolo[1,2-d][1,2,4]triazin-5(6H)-one C1(CC1)C1=NNC(C=2N1C1=C(C2)C=CS1)=O